COC([C@H](CC1=CC=C(C=C1)OC)NC(C(C)N1C(=NC=C1)CC1=CC=CC=C1)=O)=O (2S)-2-[2-(2-benzylimidazol-1-yl)propionamido]-3-(4-methoxyphenyl)propanoic acid methyl ester